1-(1-phenylcyclopropyl)-ethyl (2S)-2-[(3-hydroxy-4-methoxy-pyridine-2-carbonyl)amino]propanoate OC=1C(=NC=CC1OC)C(=O)N[C@H](C(=O)OC(C)C1(CC1)C1=CC=CC=C1)C